2-amino-N-methyl-N-(2-cyanoprop-2-yl)benzamide NC1=C(C(=O)N(C(C)(C)C#N)C)C=CC=C1